bis((7-(4-(4-(benzo[b]thiophen-4-yl)piperazin-1-yl)butoxy)-2-oxoquinolin-1(2H)-yl)methyl) tetradecanedioate C(CCCCCCCCCCCCC(=O)OCN1C(C=CC2=CC=C(C=C12)OCCCCN1CCN(CC1)C1=CC=CC=2SC=CC21)=O)(=O)OCN2C(C=CC1=CC=C(C=C21)OCCCCN2CCN(CC2)C2=CC=CC=1SC=CC12)=O